tert-Butyl-2-chloro-4-(1-(2-cyanoethyl)-1H-pyrazol-4-yl)-7H-pyrrolo[2,3-d]pyrimidine-7-carboxylate C(C)(C)(C)OC(=O)N1C=CC2=C1N=C(N=C2C=2C=NN(C2)CCC#N)Cl